methyl (3Z)-1-(hydrazinecarbonyl)-3-[[4-[methyl-[2-(4-methylpiperazin-1-yl)acetyl]amino]anilino]-phenyl-methylene]-2-oxo-indoline-6-carboxylate hydrochloride Cl.N(N)C(=O)N1C(\C(\C2=CC=C(C=C12)C(=O)OC)=C(\C1=CC=CC=C1)/NC1=CC=C(C=C1)N(C(CN1CCN(CC1)C)=O)C)=O